tert-butyl (2S)-4-[7-(8-chloro-1-naphthyl)-2-methylsulfinyl-6,8-dihydro-5H-pyrido[3,4-d]pyrimidin-4-yl]-2-(cyanomethyl)piperazine-1-carboxylate ClC=1C=CC=C2C=CC=C(C12)N1CC=2N=C(N=C(C2CC1)N1C[C@@H](N(CC1)C(=O)OC(C)(C)C)CC#N)S(=O)C